NC1=C(C(=CC(=C1)OCCBr)C(F)(F)F)NC(C(C)(C)O)=O N-[2-amino-4-(2-bromoethoxy)-6-(trifluoromethyl)phenyl]2-hydroxy-2-methylpropionamide